N-(2-Chloro-6-methylphenyl)-3-{[2-(4-chlorophenyl)imidazo[1,2-a]pyridin-3-yl]methyl}-3,8-diazabicyclo[3.2.1]octan-8-carboxamid ClC1=C(C(=CC=C1)C)NC(=O)N1C2CN(CC1CC2)CC2=C(N=C1N2C=CC=C1)C1=CC=C(C=C1)Cl